[Si](C)(C)(C(C)(C)C)O[C@H](CN1N=C(C(=C1CO)I)OC(C)C)C [2-[(2S)-2-[tert-butyl(dimethyl)silyl]oxypropyl]-4-iodo-5-isopropoxy-pyrazol-3-yl]methanol